C1CCC2=C(C=CC=C12)NC1=C(C=C2C(=N1)N(N=C2N)C)F N6-(2,3-dihydro-1H-inden-4-yl)-5-fluoro-1-methyl-1H-pyrazolo[3,4-b]pyridine-3,6-diamine